ClC1=CC(=C(C=C1)C1=NC(=NC2=C1N=C(N(C2=O)C)C)N2CC(OCC2)C2=NC(=NN2)C)F 8-(4-chloro-2-fluorophenyl)-2,3-dimethyl-6-(2-(3-methyl-1H-1,2,4-triazol-5-yl)morpholino)pyrimido[5,4-d]pyrimidin-4(3H)-one